3-(1-ethyl-4-methyl-1H-benzo[d][1,2,3]triazol-5-yl)-3-(2-(3-methylbenzofuran-2-carbonyl)-1,2,3,4-tetrahydroisoquinolin-7-yl)propanoic acid C(C)N1N=NC2=C1C=CC(=C2C)C(CC(=O)O)C2=CC=C1CCN(CC1=C2)C(=O)C=2OC1=C(C2C)C=CC=C1